FC(C1=C(C=CC=C1)N(C(=O)N)C1=C(C=C(C=C1)Br)C1=NN=NN1)(F)F N-(2-trifluoromethyl-phenyl)-N-[4-bromo-2-(1H-tetrazol-5-yl)-phenyl]urea